C1=CC=CC=2C3=CC=CC=C3C(C12)N([C@H](C(=O)O)COCC=1C=NC=C(C1)F)C(=O)OC (2S)-2-(9H-fluoren-9-yl-methoxycarbonyl-amino)-3-[(5-fluoropyridin-3-yl)methoxy]propanoic acid